[N+](=O)([O-])C=1C(=NC(=NC1N)N)N 5-nitro-2,4,6-triamino-pyrimidine